2-bromo-5,7-dihydro-4H-pyrazolo[1,5-c][1,3]thiazine 6,6-dioxide BrC1=NN2CS(CCC2=C1)(=O)=O